ClC1=CC=C(C=C1)NC1=NC=C(C=C1)F N-(4-chlorophenyl)-5-fluoropyridine-2-amine